(S)-3-(2',4'-difluorobiphenyl-3-yl)-3-(3-(4-hydroxy-1-methyl-2-oxo-2,5,6,7-tetrahydro-1H-cyclopenta[b]pyridin-3-yl)ureido)propanoic acid FC1=C(C=CC(=C1)F)C1=CC(=CC=C1)[C@H](CC(=O)O)NC(=O)NC1=C(C2=C(N(C1=O)C)CCC2)O